4-phenyl-2-trifluoromethyl-1-butene C1(=CC=CC=C1)CCC(=C)C(F)(F)F